OCC1CCC(CC1)NC(C1=CC(=CC=C1)N1C=NC=C1)=O N-((1s,4s)-4-(hydroxymethyl)cyclohexyl)-3-(1H-imidazol-1-yl)benzamide